Bis(2,4-di-t-butylphenyl) [1,1-biphenyl]-4,4'-diyl bisphosphite P(OC1=C(C=C(C=C1)C(C)(C)C)C(C)(C)C)(OC1=CC=C(C=C1)C1=CC=C(C=C1)OP(OC1=C(C=C(C=C1)C(C)(C)C)C(C)(C)C)[O-])[O-]